2-(5-((3R)-3-((2-chloro-5-((1-(2,2-difluorocyclopropyl)-1H-pyrazol-4-yl)ethynyl)pyridin-4-yl)amino)butoxy)-1-methyl-1H-pyrazol-4-yl)pyrimidin-4-amine ClC1=NC=C(C(=C1)N[C@@H](CCOC1=C(C=NN1C)C1=NC=CC(=N1)N)C)C#CC=1C=NN(C1)C1C(C1)(F)F